(S,2S)-2-methyl-N'-(((R)-2-methyl-2,4,5,6-tetrahydro-1H-cyclobuta[f]inden-3-yl)carbamoyl)-2,3-dihydropyrazolo[5,1-b]oxazole-7-sulfonimidamide C[C@H]1CN2C(O1)=C(C=N2)[S@](=O)(N)=NC(NC2=C1C(=CC=3CCCC23)C[C@H]1C)=O